(S)- and (R)-N'-(1,2,3,5,6,7-hexahydro-s-indacen-4-ylcarbamoyl)-2-(2-hydroxypropan-2-yl)thiazole-5-sulfonimidamide C1CCC2=C(C=3CCCC3C=C12)NC(=O)N=[S@@](=O)(N)C1=CN=C(S1)C(C)(C)O |r|